CS(=O)(C)=NC=1C=CC(=C(C1)C=1C2=C(C(N(C1)C)=O)NC=C2)N2C=C(C(C=C2)=O)C 4-{5-{[dimethyl(oxo)-λ6-sulfanylidene]amino}-2-[3-methyl-4-oxopyridin-1(4H)-yl]phenyl}-6-methyl-1,6-dihydro-7H-pyrrolo[2,3-c]pyridin-7-one